5,7-difluoro-2-(4-fluorophenyl-2,3,5,6-d4)-1H-indole FC=1C=C2C=C(NC2=C(C1)F)C1=C(C(=C(C(=C1[2H])[2H])F)[2H])[2H]